[Mn](=O)(=O)([O-])[O-].[Lu+3].[Mn](=O)(=O)([O-])[O-].[Mn](=O)(=O)([O-])[O-].[Lu+3] Lutetium manganate